Monomenthyl Succinat C(CCC(=O)[O-])(=O)OC1CC(CCC1C(C)C)C